(R)-1-(2-(3-(ethoxymethyl)-1-(2-(6-methylpyridin-3-yl)propan-2-yl)pyrrolidin-3-yl)ethyl)-1H-benzo[d]imidazol-2(3H)-one C(C)OC[C@@]1(CN(CC1)C(C)(C)C=1C=NC(=CC1)C)CCN1C(NC2=C1C=CC=C2)=O